3-amino-N-(3-(4-amino-4-methylpiperidin-1-yl)pyridin-2-yl)-6-(3-(trifluoromethyl)pyridin-2-yl)pyrazine-2-carboxamide NC=1C(=NC(=CN1)C1=NC=CC=C1C(F)(F)F)C(=O)NC1=NC=CC=C1N1CCC(CC1)(C)N